C(C)(=O)[O-].[Na+].ClC1=C(OCC(=O)O)C=CC(=C1)Cl 2,4-dichlorophenoxyacetic acid sodium acetate